tert-butyl N-[4-(4-fluorophenyl)-2-[[4-(1-oxo-4,5-dihydro-3H-isothiazol-1-yl)benzoyl]amino]phenyl]carbamate FC1=CC=C(C=C1)C1=CC(=C(C=C1)NC(OC(C)(C)C)=O)NC(C1=CC=C(C=C1)S1(NCCC1)=O)=O